methoxy-5'-methyl-7-(5-(prop-1-yn-1-yl)pyridin-3-yl)-1,2,3,4,4a,9a-hexahydrospiro[fluorene-9,2'-imidazole]-4'-amine COC1CCCC2C3=CC=C(C=C3C3(N=C(C(=N3)N)C)C12)C=1C=NC=C(C1)C#CC